ClC1=NC=C(C(=N1)NCC1=C(C=CC=C1)OC)Cl 2,5-dichloro-N-(2-methoxybenzyl)pyrimidin-4-amine